C(C)[C@H]1N(C[C@@H](NC1)CC)C(C)C1=CC2=C(N=C(S2)C)C=C1 6-(1-((2R,5S)-2,5-diethylpiperazin-1-yl)ethyl)-2-methylbenzo[d]thiazole